3-((6-methoxypyridin-3-yl)oxy)azetidine-1-carboxylic acid tert-butyl ester C(C)(C)(C)OC(=O)N1CC(C1)OC=1C=NC(=CC1)OC